N-methyl-N-[2-(methylamino)ethyl]carbamic acid tert-butyl ester C(C)(C)(C)OC(N(CCNC)C)=O